butyldimethyl-silyl chloride C(CCC)[Si](C)(C)Cl